ClC1=CC2=C(N=C(O2)C)C=C1CO (6-chloro-2-methyl-1,3-benzoxazol-5-yl)methanol